N[C@@H](C(C1CC1)C1CC1)C=1N=C2N(N=CC(=C2)[C@@H](COC)N2C(NCC(C2)(F)F)=O)C1 1-((S)-1-(2-((S)-1-Amino-2,2-dicyclopropylethyl)imidazo[1,2-b]pyridazin-7-yl)-2-methoxyethyl)-5,5-difluorotetrahydropyrimidin-2(1H)-one